4,7-dimethyl-3-(2-methyl-2H-pyrazolo[3,4-b]pyridin-5-yl)imidazo[1,5-a]quinazolin-5(4H)-one CN1C=2N(C3=CC=C(C=C3C1=O)C)C=NC2C2=CC=1C(N=C2)=NN(C1)C